FC(C1=NN=C(O1)C=1C=NC(=NC1)NC1(CC1)C1=C(C=CC=C1)F)F 5-[5-(difluoromethyl)-1,3,4-oxdiazol-2-yl]-N-[1-(2-fluorophenyl)cyclopropyl]pyrimidin-2-amine